3-(2-bromoethyl)tetrahydrofuran-2-one BrCCC1C(OCC1)=O